4-(2-chloro-4-(4,4,5,5-tetramethyl-1,3,2-dioxaborolan-2-yl)phenyl)-1-(tetrahydro-2H-pyran-4-yl)piperidine ClC1=C(C=CC(=C1)B1OC(C(O1)(C)C)(C)C)C1CCN(CC1)C1CCOCC1